ClC1=C(C=CC(=C1F)I)CN (2-chloro-3-fluoro-4-iodophenyl)methanamine